C=C1C(N(CC1)[C@@H]1CN(CC1)C(=O)OC(C)(C)C)=O tert-butyl (3S)-3-(3-methylene-2-oxo-pyrrolidin-1-yl)pyrrolidine-1-carboxylate